C(C(O)CO)OCCCCCCCCCCCCCC mono-myristyl glyceryl ether